ethyl 8-methyl-2-[(pyridin-4-yl) methyl]-4,5-dihydro-2H-furo[2,3-g]indazole-7-carboxylate CC1=C(OC=2CCC3=CN(N=C3C21)CC2=CC=NC=C2)C(=O)OCC